OC=1N(N=C2C=CC(=CC12)C#N)C(C)C1=C2C=CNC2=C(C=C1OC)C 3-hydroxy-2-(1-(5-methoxy-7-methyl-1H-indol-4-yl)ethyl)-2H-indazole-5-carbonitrile